2-(1,3-dioxan-2-yl)-6-[2-(3-pyridinyl)-5-thiazolyl]-pyridine O1C(OCCC1)C1=NC(=CC=C1)C1=CN=C(S1)C=1C=NC=CC1